ClCC(=O)N1C2=C(OC(C1)C(=O)N)C=CC(=C2)C 4-(2-chloroacetyl)-6-methyl-3,4-dihydro-2H-benzo[b][1,4]oxazine-2-carboxamide